ClC=1C=NN(C1CC1N(C(C2=CC=CC=C12)=O)CC1CC2(C1)OC(NC2([2H])[2H])=O)C 2-((1-((4-chloro-1-methyl-1H-pyrazol-5-yl)methyl)-3-oxoisoindolin-2-yl)methyl)-5-oxa-7-azaspiro[3.4]octan-6-one-8,8-d2